C(C1=CC=CC=C1)C=1NC(=NN1)C(=O)NC1=NC=CC(=C1)C1=C(C=CC(=C1)OCCC1CCCCCC1)C 5-benzyl-N-(4-(5-(2-cycloheptylethoxy)-2-methylphenyl)pyridin-2-yl)-4H-1,2,4-triazole-3-carboxamide